2-{6-[(3R)-3-(methylamino)pyrrolidin-1-yl]pyridazin-3-yl}-5-(6-methoxypyrimidin-4-yl)pyridin-3-ol CN[C@H]1CN(CC1)C1=CC=C(N=N1)C1=NC=C(C=C1O)C1=NC=NC(=C1)OC